C(C)(C)(C)N(C(O)=O)C(C1=CC=CC=C1)C=1C=NC=C(C1)CC1=CC=CC=C1.C1(=CC=CC=C1)C(NC=1C=NC=C(C1)CC1=CC=CC=C1)C(=O)OC(C)(C)C 3-(1-phenyl-N-Bocmethylamino)-5-benzylpyridine (tert-butyl((5-benzylpyridin-3-yl)(phenyl)methyl)carbamate)